(2-(4-bromophenyl)-2-(2,4,6-trimethoxyphenyl)ethyl)(phenyl)selenane BrC1=CC=C(C=C1)C(CC1([Se]CCCC1)C1=CC=CC=C1)C1=C(C=C(C=C1OC)OC)OC